1-(2-(5-fluoro-2-methoxyphenyl)-2-oxoethyl)-5-methyl-2,4-dioxo-6-(2H-1,2,3-triazol-2-yl)-1,4-dihydrothieno[2,3-d]pyrimidine FC=1C=CC(=C(C1)C(CN1C(NC(C2=C1SC(=C2C)N2N=CC=N2)=O)=O)=O)OC